4-[[2-(5-chloro-2-hydroxy-phenyl)acetyl]amino]-N-tetrahydropyran-4-yl-pyridine-2-carboxamide ClC=1C=CC(=C(C1)CC(=O)NC1=CC(=NC=C1)C(=O)NC1CCOCC1)O